FC1=C(CN2C(=NC(=C2)NC([C@H](C)N2C[C@@H](C(CC2)(F)F)C2=CC=[N+](C=C2)[O-])=O)C(F)(F)F)C=CC(=C1)F 4-((S)-1-((S)-1-((1-(2,4-difluorobenzyl)-2-(trifluoromethyl)-1H-imidazol-4-yl)amino)-1-oxopropan-2-yl)-4,4-difluoropiperidin-3-yl)pyridine 1-oxide